6-bromo-4-fluoroisobenzofuran-1,3-dione BrC1=CC(=C2C(OC(C2=C1)=O)=O)F